NC=1C2=C(N=CN1)N(C=C2C2=C1C=CN=CC1=C(C=C2)NC(=O)NC2=CC(=C(C=C2)CN2CCN(CC2)C)C(F)(F)F)C2CC2 1-(5-(4-AMINO-7-CYCLOPROPYL-7H-PYRROLO[2,3-D]PYRIMIDIN-5-YL)ISOQUINOLIN-8-YL)-3-(4-((4-METHYLPIPERAZIN-1-YL)METHYL)-3-(TRIFLUOROMETHYL)PHENYL)UREA